Ethyl (R)-6-bromo-5-((1-(5-fluoro-2-methoxypyridin-3-yl)ethyl)amino)pyrazolo[1,5-a]pyrimidin-3-carboxylate BrC=1C(=NC=2N(C1)N=CC2C(=O)OCC)N[C@H](C)C=2C(=NC=C(C2)F)OC